(S)-piperidine-3-carboxylic acid ethyl ester hydrochloride Cl.C(C)OC(=O)[C@@H]1CNCCC1